8-oxo-7,8-dihydroguanosine triphosphate P(O)(=O)(OP(=O)(O)OP(=O)(O)O)OC[C@@H]1[C@H]([C@H]([C@@H](O1)N1C(NC=2C(=O)NC(N)=NC12)=O)O)O